BrC1=C(OC2=CC=C(OC3CN(C3)C(=O)OC(C)(C)C)C=C2)C=CC(=C1)C(=O)OC tert-butyl 3-[4-(2-bromo-4-methoxycarbonyl-phenoxy)phenoxy]azetidine-1-carboxylate